O1SC=CC1 oxathiolene